ClC=1C=CC(=C(N)C1)OC(F)(F)F 5-chloro-2-(trifluoromethoxy)aniline